O1[C@@H](COCC1)CN1C[C@](N(CC1)C1=NN(C(=C1I)C)C1CC2(CN(C2)C(=O)OC(C)(C)C)C1)(C)CC Tert-butyl 6-(3-((S)-4-(((R)-1,4-dioxan-2-yl)methyl)-2-ethyl-2-methylpiperazin-1-yl)-4-iodo-5-methyl-1H-pyrazol-1-yl)-2-azaspiro[3.3]heptane-2-carboxylate